N-(4-(chlorodifluoromethoxy)phenyl)-1-methyl-8-(1H-pyrazol-5-yl)-1,2,3,4-tetrahydroquinoline-6-carboxamide ClC(OC1=CC=C(C=C1)NC(=O)C=1C=C2CCCN(C2=C(C1)C1=CC=NN1)C)(F)F